oleyl-bis-(2-hydroxyethyl)amine C(CCCCCCC\C=C/CCCCCCCC)N(CCO)CCO